COC(=O)C1C(CCC1)O methyl-2-hydroxycyclopentanoate